The molecule is an indole alkaloid cation that is the conjugate acid of (3R)-1,2-didehydro-3-hydroxy-16-methoxy-2,3-dihydrotabersonine, obtained by protonation of the tertiary amino group. Major species at pH 7.3. It is a conjugate acid of a (3R)-1,2-didehydro-3-hydroxy-16-methoxy-2,3-dihydrotabersonine. CC[C@]12C[C@@](C3=NC4=C([C@]35[C@H]1[NH+](CC5)CC=C2)C=CC(=C4)OC)(C(=O)OC)O